NC=1C2=C(N=CN1)N(C=C2)[C@H]2[C@@]([C@@H]([C@](O2)(CO)N=[N+]=[N-])O)(F)Cl (2R,3R,4S,5R)-5-(4-amino-7H-pyrrolo[2,3-d]pyrimidin-7-yl)-2-azido-4-chloro-4-fluoro-2-(hydroxymethyl)tetrahydrofuran-3-ol